C(C)(C)(C)OC(=O)N1C(=C(C=2C=NC=CC21)F)CNC(=O)OC(C)(C)C (((tert-butoxycarbonyl)amino)methyl)-3-fluoro-1H-pyrrolo[3,2-c]pyridine-1-carboxylic acid tert-butyl ester